dimethyl (2R,3S)-2,3-dimethoxysuccinate CO[C@@H](C(=O)OC)[C@@H](C(=O)OC)OC